C(C1=CC=CC=C1)OCC1CCC(CC1)C=1N=C2N(C=C(C(=N2)OC(C)C)C(=O)NC=2C(N(C=CC2)[C@@H]2[C@@H](C2)F)=O)C1 2-[4-(benzyloxymethyl)cyclohexyl]-7-isopropoxy-N-[2-oxo-1-[(1s,2r)-2-fluorocyclopropyl]-3-pyridinyl]imidazo[1,2-a]pyrimidine-6-carboxamide